3-(2-Benzyloxycarbonylamino-3-methyl-butyrylamino)-5-fluoro-4-oxo-pentanoic acid C(C1=CC=CC=C1)OC(=O)NC(C(=O)NC(CC(=O)O)C(CF)=O)C(C)C